N-((5-Cyano-8-(4-(trifluoromethoxy)phenyl)quinoxalin-6-yl)methyl)acrylamide C(#N)C1=C2N=CC=NC2=C(C=C1CNC(C=C)=O)C1=CC=C(C=C1)OC(F)(F)F